C2,4-di-tert-butylphenol C(C)(C)(C)C1=C(C=CC(=C1)C(C)(C)C)O